C1(CCCC1)C(=CC(=O)O)C1CCCC1.C(C=C)(=O)OC methyl acrylate (dicyclopentyl)acrylate